ClC=1C=C(C=CC1)C#C\C=C/1\C(CN(CC1)S(=O)(=O)N(C)CC1CC1)(C)C (4E)-4-[3-(3-chlorophenyl)prop-2-yn-1-ylidene]-N-(cyclopropylmethyl)-N,3,3-trimethylpiperidine-1-sulfonamide